(2S,3R,4S,5R)-4-(benzyloxy)-5-((benzyloxy)methyl)-5-cyanotetrahydrofuran-2,3-diyl diacetate C(C)(=O)O[C@@H]1O[C@]([C@H]([C@H]1OC(C)=O)OCC1=CC=CC=C1)(C#N)COCC1=CC=CC=C1